(R)-4-(3-fluorophenyl)-1-((3-(3-fluoropropyl-3,3-d2)pyridin-4-yl)methyl)pyrrolidin-2-one FC=1C=C(C=CC1)[C@H]1CC(N(C1)CC1=C(C=NC=C1)CCC([2H])([2H])F)=O